racemic-2-iso-propyloxan-4-amine C(C)(C)C1OCCC(C1)N